[N+](=O)([O-])C=1C=CC2=C(C(=N[C@H](C=3N2C(=NN3)SCCN3CCOCC3)CCC(=O)OC)C3=C(C=CC=C3)Cl)C1 methyl (S)-3-(8-nitro-6-(2-chlorophenyl)-1-((2-morpholinoethyl)thio)-4H-benzo[f][1,2,4]triazolo[4,3-a][1,4]diazepin-4-yl)propionate